N-(5-(benzo[d]oxazol-2-yl)-8-((methyl-d3)amino)-2,7-naphthyridin-3-yl)-2-fluorocyclopropane-1-carboxamide O1C(=NC2=C1C=CC=C2)C2=C1C=C(N=CC1=C(N=C2)NC([2H])([2H])[2H])NC(=O)C2C(C2)F